C(C)N(C(\C=C\C=C\C=1C=C2C=CC=NC2=CC1)=O)C (2e,4e)-N-ethyl-N-methyl-5-(quinolin-6-yl)penta-2,4-dienamide